3-ethyl-3-(hydroxyphenyl)-prop-2-enoate C(C)C(=CC(=O)[O-])C1=C(C=CC=C1)O